O1CCN(CC1)CCCC=1C(=C(C=CC1N)N)C1CCOCC1 (3-morpholinopropyl)-2-(tetrahydro-2H-pyran-4-yl)benzene-1,4-diamine